1,4-diazabicyclo[2.2.2]octane di(tetrafluoroborate) F[B-](F)(F)F.F[B-](F)(F)F.N12CCN(CC1)CC2